BrC=1C=NC=C(C1)OC1=NC=CC=C1 3-bromo-5-(2-pyridyloxy)pyridine